NC1=C2N=CN(C2=NC(=N1)F)[C@H]1C[C@@H]([C@@](O1)(C#C)CO[P@](=O)(OC1=CC=CC=C1)N[C@H](C(=O)OCCCCCCCCCCCCCCCCCC)CC1=CC(=CC(=C1)F)F)O octadecyl (S)-2-(((S)-(((2R,3S,5R)-5-(6-amino-2-fluoro-9H-purin-9-yl)-2-ethynyl-3-hydroxytetrahydrofuran-2-yl) methoxy)(phenoxy)phosphoryl)amino)-3-(3,5-difluorophenyl)propanoate